ClC=1C=C(C=C(C1)OC)N1N=CC(=C1)C(C(=O)O)C 2-(1-(3-chloro-5-methoxyphenyl)-1H-pyrazol-4-yl)propanoic acid